N1CC(C1)S(=O)(=O)C1=CC(=C2C(=NC=NC2=C1)NC1=NC(=NC(=C1)C)N1CCC(CC1)(F)F)N1CCC2(CC2)CC1 7-(azetidin-3-ylsulfonyl)-N-(2-(4,4-difluoropiperidin-1-yl)-6-methylpyrimidin-4-yl)-5-(6-azaspiro[2.5]oct-6-yl)quinazolin-4-amine